(S)-6-chloro-7-(2-fluorophenyl)-4-(2-methylpiperazin-1-yl)quinazoline ClC=1C=C2C(=NC=NC2=CC1C1=C(C=CC=C1)F)N1[C@H](CNCC1)C